N-[4-[(2,3-diamino-4-pyridinyl)oxy]-2-methylsulfanyl-phenyl]carbamic acid tert-butyl ester C(C)(C)(C)OC(NC1=C(C=C(C=C1)OC1=C(C(=NC=C1)N)N)SC)=O